FC1=C(C=C(C=C1)N1N=C(C=C1)CC(=O)NC=1SC(=CN1)C(F)(F)F)OC 2-(1-(4-fluoro-3-methoxyphenyl)-1H-pyrazol-3-yl)-N-(5-(trifluoromethyl)thiazol-2-yl)acetamide